6,7-dimethyl-3-oxo-4-((2s,3s,4r)-2,3,4,5-tetrahydroxypentyl)-3,4-dihydroquinoxaline-2-carboxamide CC=1C=C2N(C(C(=NC2=CC1C)C(=O)N)=O)C[C@@H]([C@@H]([C@@H](CO)O)O)O